C(C1=CC=CC=C1)(C1=CC=CC=C1)(C1=CC=CC=C1)N1C=NC(=C1)CCCC(C(N)=S)C (3-(1-trityl-1H-imidazol-4-yl)propyl)propanethioamide